4,6-dimethyl-2-aminopyrimidine CC1=NC(=NC(=C1)C)N